(trimethoxysilylpropyl)(dimethylmethoxysilylmethyl)amine CO[Si](OC)(OC)CCCNC[Si](OC)(C)C